5-acetoxy-5-(4-methylphenyl)penta-2,3-dienoic acid ethyl ester C(C)OC(C=C=CC(C1=CC=C(C=C1)C)OC(C)=O)=O